1-(2-(azetidin-1-yl)-3-fluoropyridin-4-yl)-2-bromoethan-1-one N1(CCC1)C1=NC=CC(=C1F)C(CBr)=O